C(C)(C)(C)C1N(CC2=CC(=CC=C12)C1=NOC=N1)C(=O)OCC1OC=CCC1 (3,4-dihydro-2H-pyran-2-yl)methanol tert-Butyl-5-(1,2,4-oxadiazol-3-yl)isoindoline-2-carboxylate